1-(Tosylamino)-2-(10-[2-(tosylamino)ethyl]-1,7-dioxa-4,10-diaza-4-cyclododecyl)-ethane S(=O)(=O)(C1=CC=C(C)C=C1)NCCN1CCOCCN(CCOCC1)CCNS(=O)(=O)C1=CC=C(C)C=C1